2-hydroxyphenyl α-D-glucopyranoside O([C@@H]1[C@H](O)[C@@H](O)[C@H](O)[C@H](O1)CO)C1=C(C=CC=C1)O